[C].FCl fluorochloride carbon